Cl.Cl.C1(=CC(=CC=C1)C1=CC2=C(NC(=N2)CCN)C=C1)C 2-(5-(m-tolyl)-1H-benzo[d]imidazol-2-yl)ethan-1-amine dihydrochloride